2-ethylhex-ylacrylate C(C)C(COC(C=C)=O)CCCC